C(C)N(C(=O)OC=1C(=CC(=C(C1)SSSC1=C(C=C(C(=C1)OC(N(CC)CC)=O)F)Cl)Cl)F)CC bis(5-diethylcarbamoyloxy-2-chloro-4-fluorophenyl) trisulfide